(2-(pyridin-3-yl)ethyl)furan-2-carbaldehyde Oxime Hydrochloride Cl.N1=CC(=CC=C1)CCC1=C(OC=C1)C=NO